4-{4-[(tert-butoxycarbonyl)amino]-5-methyl-1,3-thiazol-2-yl}pyrimidine-2-carboxylate C(C)(C)(C)OC(=O)NC=1N=C(SC1C)C1=NC(=NC=C1)C(=O)[O-]